C(C)(=O)N1[C@@H]([C@@H](CC1)C)C(=O)OCC ethyl (2S,3R)-1-acetyl-3-methylpyrrolidine-2-carboxylate